2-methyl-5-(3-(trifluoromethyl)phenyl)-N-(3-(2,2-difluoropropyl)-1,2,4-thiadiazol-5-yl)thiophene-3-carboxamide CC=1SC(=CC1C(=O)NC1=NC(=NS1)CC(C)(F)F)C1=CC(=CC=C1)C(F)(F)F